Cl.C1(CC1)C1=NC=C(C=N1)C=1C=C2C(=NC1)NN=C2C(=O)C=2C(=C(C(=CC2)F)NS(=O)(=O)CCC)F N-[3-[5-(2-cyclopropylpyrimidin-5-yl)-1H-pyrazolo[3,4-b]pyridine-3-carbonyl]-2,6-difluorophenyl]propane-1-sulfonylamine hydrochloride